S(=O)(=O)(C1=CC=C(C)C=C1)N\N=C\C1CC2(CC(C2)NC(OC(C)(C)C)=O)C1 tert-butyl (E)-(6-((2-tosylhydrazono)methyl)spiro[3.3]heptan-2-yl)carbamate